(isopropyl-cyclopentadienyl)tris(methylethylamino)zirconium C(C)(C)C1(C=CC=C1)[Zr](N(C)CC)(N(C)CC)N(CC)C